O1C(CCCC1)O[C@@H](C)C=1N(C=CN1)CC1=NOC(=C1)C1=CC=C(C=C1)C#CC#CCN1CCOCC1 4-(5-(4-(3-((2-((1S)-1-((tetrahydro-2H-pyran-2-yl)oxy)ethyl)-1H-imidazol-1-yl)methyl)isoxazol-5-yl)phenyl)pentan-2,4-diyn-1-yl)morpholine